2,4,6-Octatriene CC=CC=CC=CC